N-(β-aminoethyl)-γ-aminopropyltrimethoxysilane zirconium [Zr].NCCNCCC[Si](OC)(OC)OC